N-(7-fluoro-3-methylchroman-4-yl)-2-methyl-propane-2-sulfinamide FC1=CC=C2C(C(COC2=C1)C)NS(=O)C(C)(C)C